(R)-N-(1-(6-(2-fluoropropan-2-yl)pyridin-2-yl)-3-(3-(isopropylamino)pyrrolidin-1-yl)-1H-pyrazolo[4,3-c]pyridin-6-yl)acetamide FC(C)(C)C1=CC=CC(=N1)N1N=C(C=2C=NC(=CC21)NC(C)=O)N2C[C@@H](CC2)NC(C)C